ClC1=CC(NC(N1CCC)=O)=O 6-chloro-1-propylpyrimidine-2,4(1H,3H)-dione